Cl.NCC(=O)NC1CCN(CC1)C1=NC(=C(C(=C1C#N)CC)C#N)SCC1=CC=C(C=C1)S(N)(=O)=O 2-amino-N-(1-(3,5-dicyano-4-ethyl-6-((4-sulfamoylbenzyl)thio)pyridin-2-yl)piperidin-4-yl)acetamide hydrochloride